(±)-4-(2-Oxo-1,4-dihydro-2H-quinazolin-3-yl)-piperidine-1-carboxylic acid [2-[1,4']bipiperidinyl-1'-yl-1-(3-cyano-7-methyl-1H-indol-5-yl-methyl)-2-oxo-ethyl]-amide N1(CCCCC1)C1CCN(CC1)C([C@@H](CC=1C=C2C(=CNC2=C(C1)C)C#N)NC(=O)N1CCC(CC1)N1C(NC2=CC=CC=C2C1)=O)=O |r|